4-(cyclopropyl-difluoromethyl)-phenylacetic acid C1(CC1)C(C1=CC=C(C=C1)CC(=O)O)(F)F